ClC1=CC=C2C(=CN(C2=C1)C=1N=NN(C1)CC(=O)OCC)C=1C=NN(C1)C1OCCCC1 Ethyl 2-[4-[6-chloro-3-(1-tetrahydropyran-2-ylpyrazol-4-yl)indol-1-yl]triazol-1-yl]acetate